(S)-4-(7-Chloro-8-fluoro-2-(((2S,7aS)-2-fluorotetrahydro-1H-pyrrolizin-7a(5H)-yl)methoxy)pyrido[4,3-d]pyrimidin-4-yl)-6-methyl-1,4-oxazepan-6-ol ClC1=C(C=2N=C(N=C(C2C=N1)N1CCOC[C@](C1)(O)C)OC[C@]12CCCN2C[C@H](C1)F)F